5-((2,2,2-trifluoroethoxy)methyl)hexahydrofuro[3,4-b][1,4]dioxine FC(COCC1OCC2OCCOC21)(F)F